5-{[ethyl(methyl)amino]methyl}-N-(5-fluoro-1-methyl-1H-1,3-benzodiazol-2-yl)-1,3-benzoxazol-2-amine C(C)N(C)CC=1C=CC2=C(N=C(O2)NC2=NC3=C(N2C)C=CC(=C3)F)C1